C(C)(=O)C1=C(C2=C(N=C(N=C2)NC2=NC=C(C=C2)N2CCNCCC2)N(C1=O)C1CCCC1)C 6-Acetyl-8-cyclopentyl-2-(5-[1,4]diazepan-1-yl-pyridin-2-ylamino)-5-methyl-8H-pyrido[2,3-d]pyrimidin-7-one